C(CCCCC(=O)OOOC(C)(C)C)(=O)OOOC(C)(C)C di(tert-butyl peroxy) adipate